N1=CC=CC2=CC=CC(=C12)NC(=O)[C@H]1N(CCCC1)C(=O)OCC1=CC=CC=C1 (2S)-N-(quinoline-8-yl)-1-carbobenzoxy-2-piperidineformamide